BrC=1C2=C(C=3N(C1)N=CN3)C(N(C2C2=C(C=CC(=C2)F)Cl)CC2=CC=C(C=C2)OC)=O 6-bromo-7-(2-chloro-5-fluorophenyl)-8-[(4-methoxyphenyl)methyl]-8,9-dihydro-7H-[1,2,4]triazolo[1,5-a]pyrrolo[3,4-c]pyridin-9-one